COC1=C(C=CC=C1)NCC1=CC=C(C=C1)C1=NC2=C(N1)C=CC=C2C(=O)N 2-(4-(((2-methoxyphenyl)amino)methyl)phenyl)-1H-benzimidazole-4-carboxamide